4-((2-(3-aminopyrrolin-1-yl)-4-chlorobenzyl)amino)-5-chloro-2-fluoro-N-(1,2,4-thiadiazol-5-yl)benzenesulfonamide NC1=CN(CC1)C1=C(CNC2=CC(=C(C=C2Cl)S(=O)(=O)NC2=NC=NS2)F)C=CC(=C1)Cl